O=C([C@H](O)[C@H](O)CO)O.[Ca] calcium erythronic acid